2-isopropyl-aminoethylamine C(C)(C)C(CN)N